C(C)(=O)C1=CC=C(C=C1)NC(=O)NC1=CN=C(S1)N1C=CC2=C1N=CN=C2N2C(CC(C2)(C)C)C2=CC(=CC=C2)F 1-(4-acetylphenyl)-3-(2-(4-(2-(3-fluorophenyl)-4,4-dimethylpyrrolidin-1-yl)-7H-pyrrolo[2,3-d]pyrimidin-7-yl)thiazol-5-yl)urea